4-nitro-2-(trifluoromethylphenyl)propionitrile [N+](=O)([O-])C1=CC(=C(C=C1)C(C#N)C)C(F)(F)F